methyl 4-[[6-[[8-(methylamino)-5-[6-(methylamino)-[1,2,4]triazolo[1,5-a]pyridin-2-yl]-2,7-naphthyridin-3-yl]amino]-2-pyridyl]oxy]butanoate CNC=1N=CC(=C2C=C(N=CC12)NC1=CC=CC(=N1)OCCCC(=O)OC)C1=NN2C(C=CC(=C2)NC)=N1